phenoxyl methacrylate C(C(=C)C)(=O)OOC1=CC=CC=C1